CO[Si](CCCNCCC[Si](OC)(OC)OC)(OC)OC bis-[3-(trimethoxysilyl)-propyl]amine